O(C1=CC=CC=C1)CCN(CC[C@@H](C(=O)O)NC(CC1=CN=NC=C1)=O)CCCCC1=NC=2NCCCC2C=C1 (S)-4-((2-phenoxyethyl)(4-(5,6,7,8-tetrahydro-1,8-naphthyridin-2-yl)butyl)amino)-2-(2-(pyridazin-4-yl)acetamido)butanoic acid